C(C)CC(C)=CCC\C(\C)=C\CO Ethyl-Geraniol